C(C)(C)N(C1CCC(CC1)N1C(NC2=C1C=C(C(=C2)C=2C=C(C=1N(C2)N=CN1)OC)C)=O)C 1-((1S,4S)-4-(Isopropyl(methyl)amino)cyclohexyl)-5-(8-methoxy-[1,2,4]triazolo[1,5-a]pyridin-6-yl)-6-methyl-1,3-dihydro-2H-benzo[d]imidazol-2-on